BrC1=NC(=NN1C1=C(C=CC=C1)Cl)CN1N=C(N(C1=O)C[C@@H](C(F)(F)F)O)C1=CC=C(C=C1)Cl 2-{[5-bromo-1-(2-chlorophenyl)-1H-1,2,4-triazol-3-yl]methyl}-5-(4-chlorophenyl)-4-[(2S)-3,3,3-trifluoro-2-hydroxypropyl]-2,4-dihydro-3H-1,2,4-triazol-3-one